RAC-N-(1-(2-(1-(4-(2,6-DIOXOPIPERIDIN-3-YL)PHENYL)PIPERIDIN-4-YL)ETHYL)PIPERIDIN-4-YL)-1-(6-(2-HYDROXYPHENYL)PYRIDAZIN-4-YL)-4-METHOXY-N-METHYLPIPERIDINE-4-CARBOXAMIDE O=C1NC(CC[C@@H]1C1=CC=C(C=C1)N1CCC(CC1)CCN1CCC(CC1)N(C(=O)C1(CCN(CC1)C1=CN=NC(=C1)C1=C(C=CC=C1)O)OC)C)=O |r|